2-monobenzoylglycerol C(C1=CC=CC=C1)(=O)OC(CO)CO